C(C)(=O)O[C@H]1[C@@H](SC2=CC=C(C=C2)C)O[C@@H]([C@@H]([C@@H]1N=[N+]=[N-])OC(C)=O)COC(C)=O 4-tolyl 2,4,6-tri-O-acetyl-3-azido-3-deoxy-1-thio-α-D-galactopyranoside